(2S,5R)-2-(1-(4-bromophenyl)-3-(5-chloropyridin-2-yl)-1H-pyrazol-4-yl)-5-methyl-3-(2-(2-oxoindolin-5-yl)ethyl)oxazolidin-4-one BrC1=CC=C(C=C1)N1N=C(C(=C1)[C@@H]1O[C@@H](C(N1CCC=1C=C2CC(NC2=CC1)=O)=O)C)C1=NC=C(C=C1)Cl